C(#N)C=1C=C(C=C2CC(CC12)(CNCCC1CN(C(O1)=O)C1=NC2=C(OCC(N2)=O)N=C1)O)NC([C@@H](C)N(C)C)=O (2R)-N-[7-cyano-2-hydroxy-2-[[2-[2-oxo-3-(3-oxo-4H-pyrazino[2,3-b][1,4]oxazin-6-yl)oxazolidin-5-yl]ethylamino]methyl]indan-5-yl]-2-(dimethylamino)propanamide